7-Hydroxy-3-(4-(2-(2-morpholinoethoxy)ethoxy)phenyl)-3,4-dihydro-2H-benzo[e][1,3]oxazin-2-one OC1=CC2=C(CN(C(O2)=O)C2=CC=C(C=C2)OCCOCCN2CCOCC2)C=C1